2-(2,6-dichlorophenylamino)-2-imidazoline ClC1=C(C(=CC=C1)Cl)NC=1NCCN1